N(=[N+]=[N-])C1CC2(C1)CCN(CC2)C(=O)OC(C)(C)C tert-Butyl 2-azido-7-azaspiro[3.5]nonane-7-carboxylate